FC=1C=C(C=CC1)N1N=C(C=C(C1=O)C(=O)N[C@@H]1[C@H](CCC1)O)C=1C=NC(=CC1)C(F)(F)F 2-(3-Fluorophenyl)-N-[(1S,2S)-2-hydroxycyclopentyl]-3-oxo-6-[6-(trifluoromethyl)pyridin-3-yl]-2,3-dihydropyridazine-4-carboxamide